2-(methyl)propylene CC(=C)C